O=C(CN(C(OC(C)(C)C)=O)C1=CC=CC=C1)C tert-butyl (2-oxopropyl)(phenyl)carbamate